C(#N)[C@@H](C[C@H]1C(NCCC1)=O)NC(=O)[C@H]1N([C@@H]2CC([C@H]1CC2)(F)F)C([C@H](CC2CC2)NC=2C=NN(C2)C)=O (1S,3S,4S)-N-((R)-1-cyano-2-((S)-2-oxopiperidin-3-yl)ethyl)-2-((S)-3-cyclopropyl-2-((1-methyl-1H-pyrazol-4-yl)amino)propanoyl)-5,5-difluoro-2-azabicyclo[2.2.2]octane-3-carboxamide